ethyl 2-((5-methoxy-2-((2-(methylthio)-6,7-dihydro-5H-cyclopenta[d]pyrimidin-4-yl)amino)phenyl)amino)-2-oxoacetate COC=1C=CC(=C(C1)NC(C(=O)OCC)=O)NC=1C2=C(N=C(N1)SC)CCC2